17b-Hydroxy-2a-methyl-5a-androstan O[C@@H]1[C@]2(C)[C@@H](CC1)[C@@H]1CC[C@H]3CC[C@@H](C[C@]3(C)[C@H]1CC2)C